5-((1-Hydroxy-2-methylpropan-2-yl)amino)-N-(3-((1-hydroxy-2-methylpropan-2-yl)amino)phenyl)-3-(6-azaspiro[2.5]octan-6-yl)pyrazine-2-carboxamide OCC(C)(C)NC=1N=C(C(=NC1)C(=O)NC1=CC(=CC=C1)NC(CO)(C)C)N1CCC2(CC2)CC1